NC12C(CC(CC1)C2)C(=O)O amino-2-norbornylcarboxylic acid